heptatrienoic acid C(C=CC=CC=C)(=O)O